1-(4-fluoro-2-methylphenyl)-3-(2-methyl-6-oxo-1,6-dihydropyridin-3-yl)-7-(trifluoromethyl)-2,3-dihydropyrido[4,3-d]pyrimidin-4(1H)-one FC1=CC(=C(C=C1)N1CN(C(C2=C1C=C(N=C2)C(F)(F)F)=O)C2=C(NC(C=C2)=O)C)C